1-(Tert-butyl) 2-methylpiperazine-1,2-dicarboxylate CC1(N(CCNC1)C(=O)OC(C)(C)C)C(=O)[O-]